C1N(CCC2=CC=CC=C12)C[C@H](CNC(=O)C=1N=C2N(C[C@H](CC2)OC)C1)O (S)-N-((S)-3-(3,4-dihydroisoquinolin-2(1H)-yl)-2-hydroxypropyl)-6-methoxy-5,6,7,8-tetrahydroimidazo[1,2-a]pyridine-2-carboxamide